N-Methyl-4-(methyl-d3)thiazol-2-amine CNC=1SC=C(N1)C([2H])([2H])[2H]